NN1C(=C(C(C=C1)=O)OCC1=CC=CC=C1)CC 1-amino-3-benzyloxy-2-ethylpyridin-4(1H)-one